CN1N=NN=C1SCC1=NC(=NO1)C1=CC=C(C=C1)OC(F)(F)F 5-(((1-methyl-1H-tetrazol-5-yl)thio)methyl)-3-(4-(trifluoromethoxy)phenyl)-1,2,4-oxadiazole